CC1(C(C(=CC2(CCC3=CC=CC=C23)C1)C#N)=O)C 5,5-dimethyl-4-oxo-2',3'-dihydrospiro[cyclohex-2-ene-1,1'-indene]-3-carbonitrile